C(C)(C)(C)OP(=O)(OC(C)(C)C)OCOC(=O)N(CCC(=O)OC(C)(C)C)CC1=C(C=CC=C1)C=O tert-butyl 3-[ditert-butoxyphosphoryloxymethoxycarbonyl-[(2-formylphenyl)methyl]amino]propanoate